C(CCCCCCCCCCCCCCCCC)(=O)O.C(CCCCCCCCCCCCCCCCC)(=O)O.OCC(O)CO glycerin monostearate (monostearate)